(3R,4R,5S)-4-acetamido-5-[3-(9-(((1r,3R,5S,7r)-3,5-dimethyladamantan-1-yl)amino)-9-oxononyl)ureido]-3-(3-pentoxy)cyclohex-1-ene-1-carboxylic acid C(C)(=O)N[C@H]1[C@@H](C=C(C[C@@H]1NC(=O)NCCCCCCCCC(=O)NC12C[C@]3(C[C@](CC(C1)C3)(C2)C)C)C(=O)O)OC(CC)CC